ClC=1C=C2N(CCC3=CC(=C(C=C23)O)O)C(N1)=O 2-chloro-9,10-dihydroxy-6H,7H-pyrimido[4,3-a]isoquinolin-4-one